(1,4,6-trimethylbenzoyl)diphenylphosphine oxide CC1(C(=O)P(C2=CC=CC=C2)(C2=CC=CC=C2)=O)CC=C(C=C1C)C